N(CCCCCCCCCCCC(=O)O)CCCCCCCCCCCC(=O)O 12,12'-iminobisdodecanoic acid